(S)-6,6-difluoro-N'-(((R)-3-methyl-1,2,3,5,6,7-hexahydro-s-indacen-4-yl)carbamoyl)-6,7-dihydro-5H-pyrazolo[5,1-b][1,3]oxazine-3-sulfonimidamide FC1(CN2C(OC1)=C(C=N2)[S@](=O)(N)=NC(NC2=C1[C@@H](CCC1=CC=1CCCC21)C)=O)F